5-chloro-2-(2-hydroxy-5-tert-octylphenyl)-2H-benzotriazole ClC1=CC=2C(=NN(N2)C2=C(C=CC(=C2)C(C)(C)CC(C)(C)C)O)C=C1